C1(CCCCC1)C1=CC=C(C=C1)N(C1=CC=2C(C3=CC=CC=C3C2C=C1)(C)C)C1=CC(CC(=C1)C1=CC=CC(=C1)C(C)(C)C)(C1=CC(=CC(=C1)C(C)(C)C)C(C)(C)C)C(C)(C)C N-(4-cyclohexylphenyl)-N-(3,3'',5',5''-tetra-t-butyl-1,1':3,1''-terphenyl-5-yl)-9,9-dimethyl-9H-fluoren-2-amine